N-(CYANOMETHYL)-2-(2-FORMYL-4-NITROPHENOXY)ACETAMIDE C(#N)CNC(COC1=C(C=C(C=C1)[N+](=O)[O-])C=O)=O